ClC1=CC=C(C=C1)C1C(C1)C=1C=C(N=NC1OC)C=1C(NC(NC1)=O)=O 5-(5-(2-(4-chlorophenyl)cyclopropyl)-6-methoxypyridazin-3-yl)pyrimidine-2,4(1H,3H)-dione